4-fluoro-7-mercapto-2,3-dihydro-1H-indene-1-one FC1=C2CCC(C2=C(C=C1)S)=O